(rac)-1-(ethylcarbamoyl)-5',6'-dihydrospiro[pyrrolidine-3,4'-pyrrolo[1,2-b]pyrazol]-2'-yl trifluoromethanesulfonate FC(S(=O)(=O)OC=1C=C2N(N1)CC[C@]21CN(CC1)C(NCC)=O)(F)F |r|